benzyl N-[2-[6-[[1-[6-(3-cyano-5-methyl-pyrazol-1-yl)-5-(difluoromethyl)-2-pyridyl]benzimidazol-5-yl]amino]pyridazin-3-yl]-1,3-dioxan-5-yl]carbamate C(#N)C1=NN(C(=C1)C)C1=C(C=CC(=N1)N1C=NC2=C1C=CC(=C2)NC2=CC=C(N=N2)C2OCC(CO2)NC(OCC2=CC=CC=C2)=O)C(F)F